4-(4-chloro-2-pyrimidyloxy)piperidine ClC1=NC(=NC=C1)OC1CCNCC1